stearyl-lauric acid C(CCCCCCCCCCCCCCCCC)C(C(=O)O)CCCCCCCCCC